(S)-6-(4-chlorobenzyl)-9-isopropyl-2-(pyridin-2-yl)-2,6,9-triazaspiro[4.5]-decane-7,10-dione ClC1=CC=C(CN2[C@]3(CCN(C3)C3=NC=CC=C3)C(N(CC2=O)C(C)C)=O)C=C1